4-Amino-1-methylpyrazolo[4,3-C]quinoline-8-carboxylic acid NC1=NC=2C=CC(=CC2C2=C1C=NN2C)C(=O)O